C(CC(C)C)C(COC)COC 2-isoamyl-1,3-dimethoxypropane